C(C1=CC=CC=C1)(=O)N1CC(C1)CN1C(=NC2=C1C(=CC(=C2)C(=O)N2[C@@H]1CC[C@H](C2)[C@H]1N)OC)C=1N(C2=CC=CC=C2C1)CC1CC1 (1R,4R,7R)-2-{1-[(1-benzoylazetidin-3-yl)methyl]-2-[1-(cyclopropylmethyl)-1H-indol-2-yl]-7-methoxy-1H-1,3-benzodiazole-5-carbonyl}-2-azabicyclo[2.2.1]heptan-7-amine